methyl ((4-(1-(3-chloro-5-(methylcarbamoyl)benzyl)-1H-pyrazol-3-yl)-6-(4-fluorophenyl)pyridin-3-yl)methyl)carbamate ClC=1C=C(CN2N=C(C=C2)C2=C(C=NC(=C2)C2=CC=C(C=C2)F)CNC(OC)=O)C=C(C1)C(NC)=O